(4-bromo-2,3-dichlorophenyl)(1-(trifluoromethyl)cyclopropyl)methanol BrC1=C(C(=C(C=C1)C(O)C1(CC1)C(F)(F)F)Cl)Cl